FC1([C@H](C1)C(=O)C1=NC=NN1)F [(1R)-2,2-Difluorocyclopropyl](1H-1,2,4-triazol-5-yl)methanone